BrC=1C=C(C=CC1)C1(CC(C1)(C)C)C(=O)NNC(NC)=S 2-(1-(3-bromophenyl)-3,3-dimethylcyclobutane-1-carbonyl)-N-methylhydrazine-1-thiocarboxamide